C(CCC)[Sn](\C=C/CO)(CCCC)CCCC (Z)-3-(tributylstannyl)prop-2-en-1-ol